ClC1=CC(=C(C=C1)C=1C=2N(N=C(C1)[C@H]1C[C@H](OCC1)C=1C=NN(C1)C1COC1)C(C(=C(N2)C)C)=O)F 9-(4-chloro-2-fluoro-phenyl)-2,3-dimethyl-7-[(2S,4R)-2-[1-(oxetan-3-yl)pyrazol-4-yl]tetrahydropyran-4-yl]pyrimido[1,2-b]pyridazin-4-one